ClC1=NC(=CC(=C1)C1=CN=C2N1N=C(C=C2)C(F)F)C(F)(F)F 3-(2-chloro-6-(trifluoromethyl)pyridin-4-yl)-6-(difluoromethyl)imidazo[1,2-b]pyridazine